N(=[N+]=[N-])CC(=O)NCCCCCNC(C=C)=O N-(5-azidoacetamidylpentyl)acrylamid